ClC=1C=NC=CC1N1CC(C1)CN1N=C(C=CC1=O)N1N=C(C=C1C)C 2-[[1-(3-chloropyridin-4-yl)azetidin-3-yl]methyl]-6-(3,5-dimethylpyrazol-1-yl)pyridazin-3-one